Tert-butyl 3-(5-(3-(dimethylcarbamoyl)-6-(2-hydroxy-2-methylpropoxy)pyrazolo[1,5-a]pyridin-4-yl)pyridin-2-yl)-3,6-diazabicyclo[3.1.1]heptane-6-carboxylate CN(C(=O)C=1C=NN2C1C(=CC(=C2)OCC(C)(C)O)C=2C=CC(=NC2)N2CC1N(C(C2)C1)C(=O)OC(C)(C)C)C